C1(CCCC1)[C@@H](CC#N)N1N=CC(=C1)C=1C2=C(N=CN1)N(C=C2)C(C(CC)C2=CC=C(C=C2)N2C(C1=CC=CC=C1C2)=O)=O (3R)-3-cyclopentyl-3-(4-(7-(2-(4-(1-oxoisoindolin-2-yl)phenyl)butanoyl)-7H-pyrrolo[2,3-d]pyrimidin-4-yl)-1H-pyrazol-1-yl)propanenitrile